C1C(CC12CCNCC2)S(=O)(=O)C2=CC(=C(C=C2)NC2=NN1C(C(=C(C=C1)C=1C=NNC1)OCC(F)(F)F)=N2)C N-(4-((7-Azaspiro[3.5]nonan-2-yl)sulfonyl)-2-methylphenyl)-7-(1H-pyrazol-4-yl)-8-(2,2,2-trifluoroethoxy)-[1,2,4]triazolo[1,5-a]pyridin-2-amine